(8S,9S,10R,13S,14S,17S)-17-((E)-1-(4-(aminomethyl)benzoyloxyimino)ethyl)-10,13-dimethyl-6,7,8,9,10,11,12,13,14,15,16,17-dodecahydro-1H-cyclopenta[a]phenanthren-3(2H)-one NCC1=CC=C(C(=O)O\N=C(/C)\[C@H]2CC[C@H]3[C@@H]4CCC5=CC(CC[C@@]5([C@H]4CC[C@]23C)C)=O)C=C1